BrC/C=C/CN(C1=C2CN(C(C2=CC=C1)=C=O)C1C(NC(CC1)=O)=O)C (E)-3-(4-((4-bromobut-2-en-1-yl)(methyl)amino)-1-carbonylisoindolin-2-yl)piperidine-2,6-dione